ethyl-3-fluorobenzamide C(C)C1=C(C(=O)N)C=CC=C1F